O=C1NC(CCC1N1C(C2=CC=C(C=C2C1=O)NCCCCCN1CCN(CC1)C1=CC=C(C=C1)/C(=C(/CC)\C1=CC=CC=C1)/C1=CC=C(C=C1)O)=O)=O (E)-2-(2,6-Dioxopiperidin-3-yl)-5-((5-(4-(4-(1-(4-hydroxyphenyl)-2-phenylbut-1-en-1-yl)phenyl)piperazin-1-yl)pentyl)amino)isoindolin-1,3-dion